[Cl-].CO[Ti+]OC dimethoxytitanium monochloride